CC1(CCC(CC1)N(CCCCCCCSC1=C2CN(C(C2=CC=C1)=O)C1C(NC(CC1)=O)=O)C)C 3-(4-((7-((4,4-dimethylcyclohexyl)(methyl)amino)heptyl)thio)-1-oxoisoindolin-2-yl)piperidine-2,6-dione